F[P-](F)(F)(F)(F)F.ClC1N(C=CN1C)CCCCCCC 2-chloro-1-heptyl-3-methylimidazole hexafluorophosphate